FC1=C(C=CC=C1)C1=NC=NC(=C1N)N1CC(CC1)(F)F 4-(2-fluorophenyl)-6-(3,3-difluoro-pyrrolidin-1-yl)pyrimidin-5-amine